C(C1=CC=CC=C1)OC(C(F)(F)F)(C)C1=NN(C2=CC(=CC=C12)Br)CC1=CC=C(C=C1)OC 3-(1-benzyloxy-2,2,2-trifluoro-1-methyl-ethyl)-6-bromo-1-[(4-methoxyphenyl)methyl]Indazole